5-(3-((tert-butoxycarbonyl)amino)phenoxy)picolinate C(C)(C)(C)OC(=O)NC=1C=C(OC=2C=CC(=NC2)C(=O)[O-])C=CC1